CN(C)CC=1C=C(C=CC1)C1=CC=2C3=C(C=NC2C=C1)N(C(N3C=3C=C(C#N)C=CC3C)=N)C 3-(8-(3-((Dimethylamino)methyl)phenyl)-2-imino-3-methyl-2,3-dihydro-1H-imidazo[4,5-c]quinolin-1-yl)-4-methylbenzonitrile